5-(benzyloxy)-6-methylpyrimidine-4-carboxylic acid methyl ester COC(=O)C1=NC=NC(=C1OCC1=CC=CC=C1)C